[C-]#N.C1=CC=CC=C1.[O+2].[C-]#N oxygen benzene cyanide